4-[bis[(4-methoxyphenyl)methyl]amino]cyclohexan-1-one COC1=CC=C(C=C1)CN(C1CCC(CC1)=O)CC1=CC=C(C=C1)OC